(S,R)-β-hydroxy-N-methyl-leucine O[C@@H]([C@H](NC)C(=O)O)C(C)C